[I].C1(=CC=CC=C1)O Phenol Iodine